4-(4,4,5,5-tetramethyl-1,3,2-Dioxaborolane-2-yl)pyrazolo[1,5-a]pyridine-3-carbonitrile CC1(OB(OC1(C)C)C=1C=2N(C=CC1)N=CC2C#N)C